2-[[2-(3-bromo-2,4,6-trimethylanilino)-2-oxoethyl]-(carboxymethyl)amino]acetic acid BrC=1C(=C(NC(CN(CC(=O)O)CC(=O)O)=O)C(=CC1C)C)C